FC(C1=NN(C(=C1)C(F)F)CC(=O)N1CCC(CC1)C=1SC=C(N1)C1=NOC(C1)C1=C(C=CC=C1Cl)OS(=O)(=O)C)F methanesulfonic acid 2-{3-[2-(1-{[3,5-bis(difluoromethyl)-1H-pyrazol-1-yl]Acetyl} piperidin-4-yl)-1,3-thiazol-4-yl]4,5-dihydro-1,2-Oxazol-5-yl}-3-chlorophenyl ester